Kalium hexanoat C(CCCCC)(=O)[O-].[K+]